BrC1=CC=C(OC2=NC=CC=C2)C=C1 2-(4-bromophenoxy)pyridine